ClP(N(CC)CC)N(CC)CC chlorobis(diethylamino)phosphine